7-methylisoindole-1,3-dione hydrochloride Cl.CC=1C=CC=C2C(NC(C12)=O)=O